N[C@H]1[C@@H]2N(C[C@H]1CC2)C(=O)C2=CC1=C(N(C(=N1)C1=CC=3C=4N1C(CNC4C=CC3)C3CCC3)C)C(=C2)F ((1R,4R,7R)-7-amino-2-azabicyclo[2.2.1]hept-2-yl)(2-(3-cyclobutyl-2,3-dihydro-1H-pyrrolo[1,2,3-de]quinoxalin-5-yl)-7-fluoro-1-methyl-1H-benzo[d]imidazol-5-yl)methanone